2-(2-(1-pyrrolidinyl)ethylamino)-4-(1-indolyl)pyrimidine N1(CCCC1)CCNC1=NC=CC(=N1)N1C=CC2=CC=CC=C12